9,9-bis(4-hydroxy-3-n-propylphenyl)fluorene N-acetyl-2-amino-2-deoxyglucuronate C(C)(=O)N[C@@H](C=O)[C@@H](O)[C@H](O)[C@H](O)C(=O)O.OC1=C(C=C(C=C1)C1(C2=CC=CC=C2C=2C=CC=CC12)C1=CC(=C(C=C1)O)CCC)CCC